FC1(C2(CCC(CC12)OC[C@@H]1N([C@@H](C[C@@H]1NS(N(C)C)(=O)=O)C)C(=O)OC)C1=NC=CC=N1)F methyl (2R,3S,5R)-2-(((7,7-difluoro-6-(pyrimidin-2-yl)bicyclo[4.1.0]heptan-3-yl)oxy)methyl)-3-((N,N-dimethylsulfamoyl)amino)-5-methylpyrrolidine-1-carboxylate